CC1=C(C(=C(C1([Hf](C1(C=CC2=CC=3CCCC3C=C12)C(C)CC)(C)C)C)C)C)C Pentamethylcyclopentadienyl-dimethyl-(1-sec-butyl-1,5,6,7-tetrahydro-s-indacenyl)hafnium